2-[[3-[[3-chloro-6-[3,6-dihydro-3-methyl-2,6-dioxo-4-(trifluoromethyl)-1(2H)-pyrimidinyl]-5-fluoro-2-pyridinyl]oxy]-2-pyridinyl]oxy]-acetic acid methyl ester COC(COC1=NC=CC=C1OC1=NC(=C(C=C1Cl)F)N1C(N(C(=CC1=O)C(F)(F)F)C)=O)=O